CC=1C(=NC(=NC1)C(=O)NC1C(N(C=2N(CC1)N=C(C2)C(F)(F)F)C)=O)C2=CC=CC=C2 5-methyl-N-(4-methyl-5-oxo-2-(trifluoromethyl)-5,6,7,8-tetrahydro-4H-pyrazolo[1,5-a][1,3]diazepin-6-yl)-4-phenyl-pyrimidine-2-carboxamide